C(N)(=N)C=1C=C(SC1)[C@@H](C)NC(=O)[C@H]1N(C[C@@H](C1)S(=O)(=O)C)C(CNC(=O)C1=CC=2C(C3=CC=CC=C3C2C=C1)C)=O (2S,4R)-N-((R)-1-(4-carbamimidoylthiophen-2-yl)ethyl)-1-((9-methyl-9H-fluorene-2-carbonyl)glycyl)-4-(methylsulfonyl)pyrrolidine-2-carboxamide